4-(3-(4-(2,3-Dichlorophenyl)piperazin-1-yl)propyl)-N,N-dimethylpiperidine-1-carboxamide ClC1=C(C=CC=C1Cl)N1CCN(CC1)CCCC1CCN(CC1)C(=O)N(C)C